N1(CCC=CC1)C=1C2=C(N=C(N1)SC)C(=C(N=C2OC)C2=CC(=CC1=CC=C(C(=C21)C#C[Si](C(C)C)(C(C)C)C(C)C)F)OCOC)F 4-(3,6-dihydropyridin-1(2H)-yl)-8-fluoro-7-(7-fluoro-3-(methoxymethoxy)-8-[(triisopropylsilyl)ethynyl]naphthalen-1-yl)-5-methoxy-2-(methyl-Thio)pyrido[4,3-d]pyrimidine